C12CNCC(CC1)N2C2=NC=C(C(=N2)NC=2C=C1C=NNC1=CC2)OC N-(2-(3,8-diazabicyclo[3.2.1]oct-8-yl)-5-methoxypyrimidin-4-yl)-1H-indazol-5-amine